S1C=CC2=C1C=CC(=C2)C(=O)O 5-benzothiophenecarboxylic acid